2-[4-benzyloxy-1-(4-fluorophenyl)indol-2-yl]-2-methyl-propan-1-ol C(C1=CC=CC=C1)OC1=C2C=C(N(C2=CC=C1)C1=CC=C(C=C1)F)C(CO)(C)C